CC(=O)NC(CCCN=C(N)N)C(=O)O N-α-Acetyl-Arginine